4-({6-[(1S)-1-[(2S)-1-methylpyrrolidin-2-yl] ethoxy]-2-[3-(2-phenylpropan-2-yl)-1,2,4-oxadiazol-5-yl]pyrimidin-4-yl}oxy)pyrrolidine-1-carboxylate CN1[C@@H](CCC1)[C@H](C)OC1=CC(=NC(=N1)C1=NC(=NO1)C(C)(C)C1=CC=CC=C1)OC1CCN(C1)C(=O)[O-]